1-Butyl-5-(diaminomethylene)-3-(2,4-dioxo-3-((2-(trimethylsilyl)ethoxy)methyl)-1,3-diazadispiro[4.1.57.15]tridecan-10-yl)pyrimidine-2,4,6(1H,3H,5H)-trione C(CCC)N1C(N(C(C(C1=O)=C(N)N)=O)C1CCC2(CC3(C(N(C(N3)=O)COCC[Si](C)(C)C)=O)C2)CC1)=O